BrC1=CC=C(O1)C(=O)O 5-bromo-2-furancarboxylic acid